CN(C/C=C/C(=O)NC1=CC(=CC=C1)C=1C=CC=C2C=NC(=NC12)NC=1C=NC(=CC1)N1CCOCC1)C (E)-4-(dimethylamino)-N-(3-(2-((6-morpholinylpyridin-3-yl)amino)quinazolin-8-yl)phenyl)but-2-enamide